N-[5-[4-[(3S,4R)-4-fluoropyrrolidin-3-yl]oxy-2-methyl-pyrazol-3-yl]pyrazolo[1,5-a]pyridin-2-yl]cyclopropanecarboxamide methyl-2-phenylbenzoxazole-7-carboxylate COC(=O)C1=CC=CC=2N=C(OC21)C2=CC=CC=C2.F[C@H]2[C@H](CNC2)OC2=C(N(N=C2)C)C2=CC=1N(C=C2)N=C(C1)NC(=O)C1CC1